CC=1SC(=CC1C(=O)NC1=NC(=NS1)CC(C)=O)C1=CC(=CC=C1)C(F)(F)F 2-Methyl-5-(3-(trifluoromethyl)phenyl)-N-(3-(2-oxopropyl)-1,2,4-thiadiazol-5-yl)thiophene-3-Formamide